C(CCCCCCCCCCCCCCCCC)C(C1=CC(=C(C(=C1)C(C)(C)C)O)C)(P([O-])([O-])=O)CCCCCCCCCCCCCCCCCC bis(octadecyl)-5-tert-butyl-4-hydroxy-3-methylbenzylphosphonate